C(C)C1=C(C=CC(=C1)C)S(=O)(=O)OOCCOCCO (2-(2-hydroxyethoxy) ethoxy) ethyl-p-methylbenzenesulfonate